ClC1=CC=C(C=C1)C(N1[C@@H](CN(CC1)C1=C(C(N(C=2C=CC(=NC12)C#N)C)=O)F)CC)C1=CC=C(C=C1)Cl (R)-8-(4-(bis(4-chlorophenyl)methyl)-3-ethylpiperazin-1-yl)-7-fluoro-5-methyl-6-oxo-5,6-dihydro-1,5-naphthyridine-2-carbonitrile